FC1(CN(C1)C(CCCC1=NC=2NCCCC2C=C1)=O)[C@H](CC(=O)O)C=1C=NC(=CC1)OC (R)-3-(3-fluoro-1-(4-(5,6,7,8-tetrahydro-1,8-naphthyridin-2-yl)butanoyl)azetidin-3-yl)-3-(6-methoxypyridin-3-yl)propionic acid